C(C)C(COC(C=CC1=CC=C(C=C1)OC)=O)CCCC 2-ethylhexyl-4-methoxycinnamat